ClC1=C(C=C(C=C1)OC)S(=O)(=O)N 2-chloro-5-methoxy-benzenesulfonamide